3,4-dichloro-1-(2-ethylhexyloxy)pyridinium ClC=1C=[N+](C=CC1Cl)OCC(CCCC)CC